(1S,3R)-N-(5-chloro-4-(7-fluoro-3-isopropyl-2-methyl-2H-indazol-5-yl)pyridin-2-yl)-3-(3-ethylureido)cyclohexane-1-carboxamide ClC=1C(=CC(=NC1)NC(=O)[C@@H]1C[C@@H](CCC1)NC(=O)NCC)C1=CC2=C(N(N=C2C(=C1)F)C)C(C)C